3-Cyclopropyl-2-(4-methylpyrimidin-5-yl)-3H-imidazo[4,5-b]pyridin-5-carbonitril C1(CC1)N1C(=NC=2C1=NC(=CC2)C#N)C=2C(=NC=NC2)C